4-(4-fluoro-3-(4-(trifluoromethyl)phenyl)-1H-indazol-1-yl)-1-((2-(methylamino)pyrimidin-4-yl)methyl)pyridin-2(1H)-one FC1=C2C(=NN(C2=CC=C1)C1=CC(N(C=C1)CC1=NC(=NC=C1)NC)=O)C1=CC=C(C=C1)C(F)(F)F